FC(OC1=CC=C(C=C1)C(C)O)F 1-(4-(difluoromethoxy)phenyl)ethan-1-ol